(Z)-5-(4-hydroxy-3-methoxybenzylidene)-3-(2-(4-(4-nitrophenyl)piperazin-1-yl)-2-oxoethyl)thiazolidine-2,4-dione OC1=C(C=C(\C=C/2\C(N(C(S2)=O)CC(=O)N2CCN(CC2)C2=CC=C(C=C2)[N+](=O)[O-])=O)C=C1)OC